2-[4-[[5-chloro-4-ethoxy-7-(hydroxymethyl)pyrrolo[2,3-d]pyrimidin-2-yl]amino]indazol-1-yl]-2-methyl-propanenitrile ClC1=CN(C=2N=C(N=C(C21)OCC)NC2=C1C=NN(C1=CC=C2)C(C#N)(C)C)CO